ClC=1C=C(C=CC1)C1CN(CCO1)C(=O)OC(C)(C)C Tert-butyl 2-(3-chlorophenyl)morpholin-4-carboxylate